N,N'-(2,2'-dimethyl-[1,1'-biphenyl]-3,3'-diyl)bis(4-cyclopropyl-5-(((S)-3-hydroxypyrrolidin-1-yl)methyl)picolinamide) CC1=C(C=CC=C1NC(C1=NC=C(C(=C1)C1CC1)CN1C[C@H](CC1)O)=O)C1=C(C(=CC=C1)NC(C1=NC=C(C(=C1)C1CC1)CN1C[C@H](CC1)O)=O)C